rac-2-((4R,5R)-7-ethyl-4-(4-fluorophenyl)-6-oxo-1-phenyl-5-(3-(trifluoromethyl)benzamido)-4,5,6,7-tetrahydro-1H-pyrazolo[3,4-b]pyridin-3-yl)acrylic acid C(C)N1C2=C([C@H]([C@H](C1=O)NC(C1=CC(=CC=C1)C(F)(F)F)=O)C1=CC=C(C=C1)F)C(=NN2C2=CC=CC=C2)C(C(=O)O)=C |r|